ClC=1C(=NC(=NC1)NC1CCOCC1)C1=CC=C2CN(C(C2=C1)=O)CC(=O)N 2-(6-{5-chloro-2-[(oxacyclohex-4-yl)amino]pyrimidin-4-yl}-1-oxo-2,3-dihydro-1H-isoindol-2-yl)acetamide